(1R,5S,6S)-3-benzyl-6-(3-(tert-butyl)-5-iodophenyl)-3-azabicyclo[3.1.0]Hexane C(C1=CC=CC=C1)N1C[C@@H]2C([C@@H]2C1)C1=CC(=CC(=C1)I)C(C)(C)C